The molecule is an organic cation that is the conjugate acid of D-synephrine, arising from protonation of the secondary amino group; major species at pH 7.3. It is an ammonium ion derivative and an organic cation. It is a conjugate acid of a D-synephrine. C[NH2+]C[C@@H](C1=CC=C(C=C1)O)O